5-methylsulfonyl-4-oxo-1-[4-(trifluoromethoxy)phenyl]cinnoline-3-carboxylic acid 2-chloroethyl ester ClCCOC(=O)C1=NN(C2=CC=CC(=C2C1=O)S(=O)(=O)C)C1=CC=C(C=C1)OC(F)(F)F